CO[C@@H](CN(CC[C@@H](C(=O)O)NC=1C2=C(N=CN1)SC=C2)CCCCC2=NC=1NCCCC1C=C2)C (S)-4-(((R)-2-methoxypropyl)(4-(5,6,7,8-tetrahydro-1,8-naphthyridin-2-yl)butyl)amino)-2-(thieno[2,3-d]pyrimidin-4-ylamino)butanoic acid